1-(Bromomethyl)-4-(propane-2-sulfonyl)benzene BrCC1=CC=C(C=C1)S(=O)(=O)C(C)C